C(C1=CC=CC=C1)N1CC(CC1)(OC)C(C)(C)N 2-(1-benzyl-3-methoxypyrrolidin-3-yl)propan-2-amine